BrC=1C=C(C=CC1)C=1N=C(SC1)NC(=O)[C@H]1N(CC1)C(=O)C1=C(N(C=C1)S(=O)(=O)C)C (S)-N-(4-(3-Bromophenyl)thiazol-2-yl)-1-(2-methyl-1-(methylsulfonyl)-1H-pyrrole-3-carbonyl)azetidine-2-carboxamide